2-fluoro-N-phenyl-N-(2-(4-(thiophen-2-ylmethyl)piperazin-1-yl)ethyl)benzamide FC1=C(C(=O)N(CCN2CCN(CC2)CC=2SC=CC2)C2=CC=CC=C2)C=CC=C1